tert-butyl 3-cyano-4-fluoro-3-hydroxypyrrolidine-1-carboxylate C(#N)C1(CN(CC1F)C(=O)OC(C)(C)C)O